C(C)(=O)N[C@H]([C@@H](C)CC)C(=O)O N-Acetyl-D-alloisoleucine